N-(1-(trans-4-ethoxycyclohexyl)-3-(pyrazin-2-yl)-1H-pyrazol-4-yl)-6-(1H-pyrazol-4-yl)picolinamide C(C)O[C@@H]1CC[C@H](CC1)N1N=C(C(=C1)NC(C1=NC(=CC=C1)C=1C=NNC1)=O)C1=NC=CN=C1